CC=1C=NC2=CC=C(C=C2C1)N[C@H]1CN(CC1)CC(=O)N1[C@@H](CCC1)C#N (2S)-1-[2-[(3R)-3-[(3-methyl-6-quinolinyl)amino]pyrrolidin-1-yl]acetyl]pyrrolidine-2-carbonitrile